[Zn].[Ag].[Ni] nickel silver-zinc